5-(2,3-dimethyl-phenyl)-3-ethyl-1-{2-oxo-2-[4-(2-oxo-1,2,4,5-tetrahydro-benzo[d][1,3]diazepin-3-yl)-piperidin-1-yl]-ethyl}-1H-pyrimidine-2,4-dione CC1=C(C=CC=C1C)C=1C(N(C(N(C1)CC(N1CCC(CC1)N1C(NC2=C(CC1)C=CC=C2)=O)=O)=O)CC)=O